4-(5-amino-3-(3-fluoro-4-(4-methylpiperazin-1-yl)phenylamino)-1H-1,2,4-triazol-1-yl)quinazoline-6,7-diol NC1=NC(=NN1C1=NC=NC2=CC(=C(C=C12)O)O)NC1=CC(=C(C=C1)N1CCN(CC1)C)F